N-(2-((4-(Hydroxyamino)-4-oxobutyl)(methyl)amino)ethyl)-1-naphthamide ONC(CCCN(CCNC(=O)C1=CC=CC2=CC=CC=C12)C)=O